1-(benzofuran-6-yl)-2-(methylamino)propan-1-one hydrochloride Cl.O1C=CC2=C1C=C(C=C2)C(C(C)NC)=O